OCCCCCCCCCC(=O)O L-10-hydroxydecanoic acid